oleoyl-cholesterol C(CCCCCCC\C=C/CCCCCCCC)(=O)CC(C)CCC[C@@H](C)[C@H]1CC[C@H]2[C@@H]3CC=C4C[C@@H](O)CC[C@]4(C)[C@H]3CC[C@]12C